tantalum nickel pentasulfide [Ni](=S)(=S)(=S)(=S)=S.[Ta]